BrC1=NC=CC(=C1)N1C2CN(CC1CC2)C2=C(N=NC(=C2)C2=C(C=CC=C2)OCOC)N 4-(8-(2-bromopyridin-4-yl)-3,8-diazabicyclo[3.2.1]octan-3-yl)-6-(2-(methoxymethoxy)phenyl)pyridazin-3-amine